(R)-6-bromo-N-(1-(3-(1,1-difluoroethyl)phenyl)ethyl)-2-methylquinazolin-4-amine BrC=1C=C2C(=NC(=NC2=CC1)C)N[C@H](C)C1=CC(=CC=C1)C(C)(F)F